FC1(CCC2=C1N=C(N=C2C=2C=C1CC[C@]3(C1=CC2)C(N(C(N3)=O)CC)=O)N3[C@H]([C@@H](C3)O)C)F (5S)-5'-[7,7-difluoro-2-[(2S,3R)-3-hydroxy-2-methyl-azetidin-1-yl]-5,6-dihydrocyclopenta[d]pyrimidin-4-yl]-3-ethyl-spiro[imidazolidine-5,1'-indane]-2,4-dione